C(=C)(C)N1C(NC=2C=NC=CC21)=O 1-isopropenyl-2-oxo-imidazo[4,5-c]pyridin